C(CCCCC)OC1=CC=C(C=C1)/C=C/C(=O)C1=C(C=C(C=C1O)O)O (E)-3-(4-Hexoxyphenyl)-1-(2,4,6-trihydroxyphenyl)prop-2-en-1-one